1-(5,6-DIHYDRO-8H-IMIDAZO[2,1-C][1,4]OXAZIN-3-YL)-N-(6-METHOXY-1-METHYL-1H-INDAZOL-7-YL)-1H-PYRAZOLE-4-SULFONAMIDE N=1C=C(N2C1COCC2)N2N=CC(=C2)S(=O)(=O)NC=2C(=CC=C1C=NN(C21)C)OC